hydroxyl-citric acid sodium salt [Na+].OC(C(=O)[O-])C(O)(C(=O)[O-])CC(=O)[O-].[Na+].[Na+]